N,N-didecyl-8-((8-(dioctylamino)-8-oxooctyl)(methyl)amino)octanoamide C(CCCCCCCCC)N(C(CCCCCCCN(C)CCCCCCCC(=O)N(CCCCCCCC)CCCCCCCC)=O)CCCCCCCCCC